(2-hydroxyethyl)adenosine OCC[C@@]1([C@H](O)[C@H](O)[C@@H](CO)O1)N1C=NC=2C(N)=NC=NC12